CN(C(CC1=CC=C(N=N1)NC(OC(C)(C)C)=O)=O)C tertbutyl N-[6-[2-(dimethylamino)-2-oxo-ethyl]pyridazin-3-yl]carbamate